COC1=C(C(=CC=C1)OC)C1=CC=2C(=CN=C(C2)NC(=O)NCCN2CCN(CC2)CC)N1C 1-(2-(2,6-dimethoxyphenyl)-1-methyl-1H-pyrrolo[2,3-c]pyridin-5-yl)-3-(2-(4-ethylpiperazin-1-yl)ethyl)urea